C(C)S(=O)=NCC1CN(C1)C=1C=CC(=C2C=C(N=CC12)NC1=NC(=NC=C1)N1C[C@@H]([C@@H](CC1)OC)F)C(C)C (R)-ethyl({1-[3-({2-[(3S,4R)-3-fluoro-4-methoxypiperidin-1-yl]pyrimidin-4-yl}amino)-5-(propan-2-yl)isoquinolin-8-yl]azetidin-3-yl}methyl)imino-λ6-sulfanone